CN([C@H](C(=O)NC=1C=C2C=CN=C(C2=CC1)O)C1=CSC=C1)C (S)-2-(dimethylamino)-N-(1-hydroxyisoquinolin-6-yl)-2-(thiophen-3-yl)acetamide